bis(t-butoxycarbonylmethoxy)-1,1'-binaphthyl C(C)(C)(C)OC(=O)COC=1C(=C(C2=CC=CC=C2C1)C1=CC=CC2=CC=CC=C12)OCC(=O)OC(C)(C)C